3-(2-(5-(4-hydroxybenzylidene)-3-(2,4-dimethylphenyl)-4-oxothiazolidin-2-ylidene)hydrazono)-5-fluoro-1H-indol-2-one OC1=CC=C(C=C2C(N(C(S2)=NN=C2C(NC3=CC=C(C=C23)F)=O)C2=C(C=C(C=C2)C)C)=O)C=C1